CC1=C2C=CN(C2=CC=C1)C(C(=O)OCC)C ethyl 2-(4-methyl-1H-indol-1-yl)propanoate